8-(6''-fluoro-3,6-dihydro-2H-[1,2':3',3''-terpyridin]-4-yl)-[1,2,4]triazolo[4,3-a]pyridin-3-amine FC1=CC=C(C=N1)C=1C(=NC=CC1)N1CCC(=CC1)C=1C=2N(C=CC1)C(=NN2)N